CN(C1=CC=C(C=C1)C=C(C#N)C(=O)N1CCOCC1)C [4-(dimethylamino)phenyl]-2-(morpholine-4-carbonyl)prop-2-enenitrile